2-(3,5-di-tert-butyl-4-((1-methyl-2-nitro-1H-imidazol-5-yl)methoxy)benzylidene)malononitrile C(C)(C)(C)C=1C=C(C=C(C#N)C#N)C=C(C1OCC1=CN=C(N1C)[N+](=O)[O-])C(C)(C)C